1-{3-pyridyl}-2,5-diazahexane N1=CC(=CC=C1)CNCCNC